(1-chloro-2,2-diiodovinyl)benzene ethyl-3,5-diaminophenylacetate C(C)OC(CC1=CC(=CC(=C1)N)N)=O.ClC(=C(I)I)C1=CC=CC=C1